CN(C(/C=C/CC[C@@H](C(NC=1C(N(C=CC1)CC1=CC2=NC=C(C(=C2N1)CC(C)C)F)=O)=O)OC(N(C)CCN(C)C)=O)=O)C [(E,1S)-6-(Dimethylamino)-1-[[1-[(6-fluoro-7-isobutyl-1H-pyrrolo[3,2-b]pyridin-2-yl)methyl]-2-oxo-3-pyridyl]carbamoyl]-6-oxo-hex-4-enyl]N-[2-(dimethylamino)ethyl]-N-methyl-carbamat